2,4,6-trimethylphenoxy(2-tert-butylcyclopentadiene) titanium dichloride [Cl-].[Cl-].[Ti+2].CC1=C(OC2=C(C=CC2)C(C)(C)C)C(=CC(=C1)C)C